Bismuth-strontium-calcium-copper-oxide [Cu]=O.[Ca].[Sr].[Bi]